ClC=1C2=C(S(C1C)(=O)=O)C=CC(=C2)C=2C=1N(C(=NC2)NCC2=C(C=CC3=C2[C@@H]2[C@H](O3)C2)F)C=NN1 3-chloro-5-(5-((((1aR,6bR)-5-fluoro-1a,6b-dihydro-1H-cyclopropa[b]benzofuran-6-yl)methyl)amino)-[1,2,4]triazolo[4,3-c]pyrimidin-8-yl)-2-methylbenzo[b]thiophene 1,1-dioxide